FC(CCOCCC(F)(F)F)(F)F bis(3,3,3-trifluoro-n-propyl) ether